COC1=CC=C(C=C1)N1C=2C=CC=CC2N(C2=CC=CC=C12)C1=CC=C(C=C1)OC 5,10-bis(4-(methoxy)phenyl)-5,10-dihydrophenazine